(2R,3R,4S,5S)-4-(aminomethyl)-4-(4-chloro-2-fluorophenyl)-3-(3-chlorophenyl)-5-neopentylpyrrolidine-2-carboxylic acid tert-butyl ester C(C)(C)(C)OC(=O)[C@@H]1N[C@H]([C@@]([C@H]1C1=CC(=CC=C1)Cl)(C1=C(C=C(C=C1)Cl)F)CN)CC(C)(C)C